C(#N)COC1=C(C(=C(C=C1)C1=CN=C(N1C)C(=O)NC1=CC(=C(C=C1)C(NCCNC(=O)[C@@H]1NC[C@](C1)(C)O)=O)C)F)F 5-[4-(cyanomethoxy)-2,3-difluoro-phenyl]-N-[4-[2-[[(2R,4R)-4-hydroxy-4-methyl-pyrrolidine-2-carbonyl]amino]ethylcarbamoyl]-3-methyl-phenyl]-1-methylimidazole-2-carboxamide